CN1N=NN=C1C(C)O 1-(1-methyl-1,2,3,4-tetrazol-5-yl)ethanol